C[C@@H]1N(CC1)C=1N=C(C2=C(N1)CCC2)C2=CC=C(S2)CN [5-[2-[(2S)-2-methylazetidin-1-yl]-6,7-dihydro-5H-cyclopenta[d]pyrimidin-4-yl]-2-thienyl]methanamine